N,N-diethyl-N-benzylanilinium tetrafluoroborate F[B-](F)(F)F.C(C)[N+](C1=CC=CC=C1)(CC1=CC=CC=C1)CC